ClC1=NC=CC=C1C1(CC1)C(=O)OCC ethyl 1-(2-chloropyridin-3-yl)cyclopropane-1-carboxylate